(p-tolylsulfoniumoxyimino)-p-methoxyphenylacetonitrile C1(=CC=C(C=C1)[SH+]ON=C(C#N)C1=CC=C(C=C1)OC)C